FC(C(=O)O)(F)F.BrC1=CC=C2C=C(N(C2=C1)C1=NC(=NC=C1)Cl)N 6-bromo-1-(2-chloropyrimidin-4-yl)-1H-indol-2-amine trifluoroacetate salt